N-(1-(4-(2-(2-aminopyridin-3-yl)-3H-imidazo[4,5-b]pyridin-3-yl)benzyl)piperidin-4-yl)-4-cyanonicotinamide NC1=NC=CC=C1C1=NC=2C(=NC=CC2)N1C1=CC=C(CN2CCC(CC2)NC(C2=CN=CC=C2C#N)=O)C=C1